6-ethoxy-4-(6-(6-((5-fluoropyridin-2-yl)methyl)-3,6-diazabicyclo[3.1.1]heptan-3-yl)pyridin-3-yl)pyrazolo[1,5-a]pyridine-3-carbonitrile C(C)OC=1C=C(C=2N(C1)N=CC2C#N)C=2C=NC(=CC2)N2CC1N(C(C2)C1)CC1=NC=C(C=C1)F